BrC1=C(C=CC=C1)NC1=C(C(=NN1C)C)C1=C(C=C(C=C1)F)Cl N-(2-Bromophenyl)-4-(2-chloro-4-fluorophenyl)-1,3-dimethyl-1H-pyrazol-5-amin